N[C@H](C(=O)NCCC1=C(NC2=C(C=C(C=C12)F)F)C1=CC=C(C=C1)F)C (2S)-2-amino-N-[2-[5,7-difluoro-2-(4-fluorophenyl)-1H-indol-3-yl]ethyl]propanamide